2-n-propyl-4-methyl-6-(1'-methyl-benzimidazole-2-yl)benzimidazole C(CC)C=1NC2=C(N1)C=C(C=C2C)C2=NC1=C(N2C)C=CC=C1